bis(4-fluorophenyl)(4-difluoromethyl-quinolin-2-yl)phosphorus oxide FC1=CC=C(C=C1)P(C1=NC2=CC=CC=C2C(=C1)C(F)F)(C1=CC=C(C=C1)F)=O